NC1=NC=CC=C1C1=NC=2C(=NC(=CC2)C(C)C)N1C1=CC=C(CN2CCC(CC2)NC2=NC(=NC=C2)C#N)C=C1 4-((1-(4-(2-(2-aminopyridin-3-yl)-5-isopropyl-3H-imidazo[4,5-b]pyridin-3-yl)benzyl)piperidin-4-yl)amino)pyrimidine-2-carbonitrile